COC(=O)C1=NC(=NC(=C1)C)N1C[C@@H](CC1)OCC1=C(C=CC=C1)C(F)(F)F |r| (±)-6-methyl-2-(3-((2-(trifluoromethyl)benzyl)oxy)pyrrolidin-1-yl)pyrimidine-4-carboxylic acid methyl ester